2-(TRIFLUOROMETHYLTHIO)-BENZENEBORONIC ACID FC(SC1=C(C=CC=C1)B(O)O)(F)F